7-chloro-1,6-dimethyl-4-(1-(4-(trifluoromethoxy)benzoyl)piperidin-4-yl)-1,4-dihydropyrido[2,3-b]pyrazine-2,3-dione ClC1=CC2=C(N(C(C(N2C)=O)=O)C2CCN(CC2)C(C2=CC=C(C=C2)OC(F)(F)F)=O)N=C1C